3-(3-(4-(3-(5-methylpyridin-3-yl)ureido)phenoxy)azetidin-1-yl)-2-(1H-pyrrol-1-yl)benzoic acid CC=1C=C(C=NC1)NC(NC1=CC=C(OC2CN(C2)C=2C(=C(C(=O)O)C=CC2)N2C=CC=C2)C=C1)=O